(±)-(4aR,13bS)-4-methyl-3,4,4a,5,6,13b-hexahydro-[1,4]oxazino[2',3':3,4]pyrido[2,1-b]quinazolin-8(2H)-one CN1CCO[C@H]2[C@H]1CCN1C2=NC2=CC=CC=C2C1=O |r|